1-propyloxy-2,2,6,6-tetramethyl-4-n-butylaminopiperidine C(CC)ON1C(CC(CC1(C)C)NCCCC)(C)C